Tert-butyl 2-(4-(4-cyano-2,6-dimethylphenoxy)-2-((cyanophenyl)amino)-6,7,8,9-tetrahydro-5H-pyrimido[4,5-d]azepine-7-carbonyl)pyrrolidine-1-carboxylate C(#N)C1=CC(=C(OC2=NC(=NC=3CCN(CCC32)C(=O)C3N(CCC3)C(=O)OC(C)(C)C)NC3=C(C=CC=C3)C#N)C(=C1)C)C